NCC=1C=NC2=CC=CC=C2C1CN 3,4-diaminomethylquinoline